ClC=1C=C(C(N(N1)C)=O)\C=C\C1=CC=CC=C1 (E)-6-chloro-2-methyl-4-phenylvinylpyridazine-3(2H)-one